2-phenylchromen C1(=CC=CC=C1)C1OC2=CC=CC=C2C=C1